4-(((1-(2,6-dioxopiperidin-3-yl)-2-oxo-1,2-dihydrobenzo[cd]indol-6-yl)methyl)amino)-4-oxobutanoic acid O=C1NC(CCC1N1C(C2=C3C(C(=CC=C13)CNC(CCC(=O)O)=O)=CC=C2)=O)=O